(2S)-1-(3-chloro-4-fluoro-phenyl)-2-methyl-piperazine ClC=1C=C(C=CC1F)N1[C@H](CNCC1)C